N-(3-(2'-fluoro-3'-methoxy-[1,1'-biphenyl]-4-yl)propyl)-6-methylnicotinamide FC1=C(C=CC=C1OC)C1=CC=C(C=C1)CCCNC(C1=CN=C(C=C1)C)=O